P(=O)(OC[C@@]12C[C@H](N([C@H]2C1)C(CN1N=C(C2=CC(=CC=C12)C=1C=NC(=NC1)C)C(C)=O)=O)C(NC1=NC(=CC=C1)Br)=O)(OCC)OCC ((1S,3S,5R)-2-(2-(3-acetyl-5-(2-methylpyrimidin-5-yl)-1H-indazol-1-yl)acetyl)-3-((6-bromopyridin-2-yl)carbamoyl)-2-azabicyclo[3.1.0]hex-an-5-yl)methyl diethyl phosphate